N-(2-chloro-4,5-difluoro-3-iodophenyl)-3-fluoro-N-((3-fluoropropyl)sulfonyl)-propane-1-sulfonamide ClC1=C(C=C(C(=C1I)F)F)N(S(=O)(=O)CCCF)S(=O)(=O)CCCF